5-[(2S,5R)-1-[2-[(6-amino-5-methyl-3-pyridyl)amino]-2-oxo-acetyl]-5-methyl-2-piperidyl]-N-methyl-thiophene-2-carboxamide NC1=C(C=C(C=N1)NC(C(=O)N1[C@@H](CC[C@H](C1)C)C1=CC=C(S1)C(=O)NC)=O)C